m-aminobenzenesulfonic acid-triethylamine salt C(C)N(CC)CC.NC=1C=C(C=CC1)S(=O)(=O)O